tert-butyl 3-(5-chloropyrimidin-2-yl)-3,8-diazabicyclo[3.2.1]octane-8-carboxylate ClC=1C=NC(=NC1)N1CC2CCC(C1)N2C(=O)OC(C)(C)C